FC1(CC12CN(CCC2)C2=NC=CC=C2N)F 2-(1,1-difluoro-5-azaspiro[2.5]octan-5-yl)pyridin-3-amine